(3E)-1-iodo-3-hexene ICC\C=C\CC